5-fluoro-6-(2-hydroxyethoxy)nicotinic acid FC=1C(=NC=C(C(=O)O)C1)OCCO